O[C@@H]1[C@H](CCCC1)NC(=O)C=1C=C(C=2N(N1)C=CC2)CC2=CC=C(C=C2)C#N N-[(1S,2S)-2-Hydroxycyclohexyl]-4-(4-cyanobenzyl)-pyrrolo[1,2-b]pyridazin-2-carboxamid